BrC(CC)C1=C(C=C(C(=C1)Cl)Cl)O 2-(1-bromopropyl)-4,5-dichlorophenol